2-aminothiazolin NC=1SCCN1